(1S,2'S,6'S)-6-chloro-2'-methyl-6'-(1-methyltriazol-4-yl)spiro[isochroman-1,4'-piperidine] ClC=1C=C2CCO[C@]3(C[C@@H](N[C@@H](C3)C=3N=NN(C3)C)C)C2=CC1